Cl.COC(=O)[C@H]1NC[C@@H]2[C@@H]3C=C[C@H]([C@H]12)CC3.C(#N)C(=C3CC(C1=CC=CC=C31)=O)C#N |r| 3-(dicyano-methylene)inden-1-one (+/-)-methyl-(1S,3aR,4S,7R,7aS)-2,3,3a,4,7,7a-hexahydro-1H-4,7-ethanoisoindole-1-carboxylate hydrochloride